C(C)(=O)C1=CC=C(OC2=CC=C(C=C2)NC(C)=O)C=C1 N-[4-(4-acetylphenoxy)phenyl]acetamide